dimethyl-2H-chromene CC1(OC2=CC=CC=C2C=C1)C